NC1=C2C(=NC=N1)N(N=C2C2=CC=C(C=C2)OC2=CC=CC=C2)C2CCN(CC2)C2CCC21CCN(CC1)C(=O)[O-] 3-(4-(4-amino-3-(4-phenoxyphenyl)-1H-pyrazolo[3,4-d]pyrimidin-1-yl) piperidin-1-yl)-7-azaspiro[3.5]nonane-7-carboxylate